adamantan-1-ylethyl malonate C(CC(=O)[O-])(=O)OCCC12CC3CC(CC(C1)C3)C2